2-chloro-5-(methyl-d3)pyridin-4-amine ClC1=NC=C(C(=C1)N)C([2H])([2H])[2H]